NC1=CC2=C(N=C(S2)C(=O)OC)C(=C1)F methyl 6-amino-4-fluorobenzo[d]thiazole-2-carboxylate